BrC1=CC(=C(C(=C1)Cl)C1(C(NC(CC1)=O)=O)F)Cl 3-(4-bromo-2,6-dichlorophenyl)-3-fluoropiperidine-2,6-dione